((6-(6-cyclopropyl-2-((2-fluoro-3-methyl-4-(4-methylpiperazin-1-yl)phenyl)amino)-7H-pyrrolo[2,3-d]pyrimidin-7-yl)pyridin-2-yl)imino)dimethyl-λ6-sulfanone C1(CC1)C1=CC2=C(N=C(N=C2)NC2=C(C(=C(C=C2)N2CCN(CC2)C)C)F)N1C1=CC=CC(=N1)N=S(=O)(C)C